FC1=C(C(=CC(=C1F)C=1SC=C(N1)C1=C(N=C(S1)COC1=NC=CC=C1)C)F)O 2,3,6-trifluoro-4-[4-[4-methyl-2-(2-pyridyloxymethyl)thiazol-5-yl]thiazol-2-yl]phenol